ClC1=NC(=NC(=C1C)C(F)F)SC 4-chloro-6-(difluoromethyl)-5-methyl-2-(methylthio)pyrimidine